4-Azido-phenyl-glutamine N(=[N+]=[N-])C1=CC=C(C=C1)N[C@@H](CCC(N)=O)C(=O)O